N2-(3,4-ethylenedioxy)phenyl-5-methyl-N4-(2-oxo-2,3-dihydro-1,3-benzoxazol-5-yl)-2,4-pyrimidinediamine C1ON2C(=NC(=C(C2(NC=2C=CC3=C(NC(O3)=O)C2)OC1)C)C1=CC=CC=C1)N